FC1=CC=C2C=C(C=C(C2=C1C#C[Si](C(C)C)(C(C)C)C(C)C)C=O)OCOC 7-fluoro-3-(methoxymethoxy)-8-(2-triisopropylsilylethynyl)-naphthalene-1-carbaldehyde